5-(3-chlorophenyl)-1,3-oxazol ClC=1C=C(C=CC1)C1=CN=CO1